NC1=C(C(=NN1C1CC(C1)(F)F)C1=C2C(=C(N=C1)CNC(C1=C(C=CC(=C1)F)OC)=O)NC=C2)C(=O)N 5-amino-1-(3,3-difluorocyclobutyl)-3-(7-((5-fluoro-2-methoxybenzamido)methyl)-1H-pyrrolo[2,3-c]pyridin-4-yl)-1H-pyrazole-4-carboxamide